2-Ethyl-3,5,6-trimethyl-4-isobutoxy-phenol C(C)C1=C(C(=C(C(=C1C)OCC(C)C)C)C)O